Cl.NCCC1=NOC(C1)(C(=O)OC)CC1=CC=CC=C1 methyl 3-(2-aminoethyl)-5-benzyl-4,5-dihydroisoxazole-5-carboxylate hydrochloride